COC1=CC2=C(C3=C(N(S2(=O)=O)CC(=O)O)C=CC(=C3)C(F)(F)F)C=C1 [3-Methoxy-5,5-dioxido-9-(trifluoromethyl)-6H-dibenzo[c,e][1,2]thiazin-6-yl]acetic acid